O=C1NC(CCC1C1=NN(C2=C(C=CC=C12)OCC(=O)N[C@H]1C(NCCCC1)=O)C)=O 2-((3-(2,6-Dioxopiperidin-3-yl)-1-methyl-1H-indazol-7-yl)oxy)-N-((R)-2-oxo-azepan-3-yl)acetamide